N1(CCC1)C=1C=NC=CC1CN(C(OC(C)(C)C)=O)C tert-butyl N-[[3-(azetidin-1-yl)-4-pyridyl]methyl]-N-methyl-carbamate